[Na+].C(CCCCCCCCCCC)N(CC(=O)[O-])CC(=O)[O-].[Na+] N-dodecyl-iminodiacetic acid sodium salt